N,N-di-(2-ethylhexyl)acrylamide C(C)C(CN(C(C=C)=O)CC(CCCC)CC)CCCC